1-(1-(6,7-Difluoro-1-oxo-1,2-dihydroisoquinolin-4-yl)ethyl)-3-(3,4-difluorophenyl)-1-ethylurea FC=1C=C2C(=CNC(C2=CC1F)=O)C(C)N(C(=O)NC1=CC(=C(C=C1)F)F)CC